4,4-difluorocyclohexylamine hydriodic acid salt I.FC1(CCC(CC1)N)F